chromium-boron oxide [B]=O.[Cr]